[4-(1H-indol-3-yl)-1H-pyrrol-2-yl](3,4,5-trimethoxyphenyl)methanone N-[[4-(2-methoxyethoxy)phenyl]methyl]carbamate COCCOC1=CC=C(C=C1)CNC(O)=O.N1C=C(C2=CC=CC=C12)C=1C=C(NC1)C(=O)C1=CC(=C(C(=C1)OC)OC)OC